(R)-1-(dimethylamino)-3-(4-(4-(1-(pent-3-yl)-1H-pyrazol-4-yl)pyrazolo[1,5-a]pyrazin-6-yl)-1H-pyrazol-1-yl)propan-2-ol CN(C[C@H](CN1N=CC(=C1)C=1N=C(C=2N(C1)N=CC2)C=2C=NN(C2)C(CC)CC)O)C